[Ag].[Ni].[Ti].[Ni] nickel-titanium-nickel-silver